6-((3-fluoropiperidin-4-yl)thio)-3-isopropyl-N-(2-(trifluoromethoxy)benzyl)imidazo[1,2-b]pyridazin-8-amine hydrochloride Cl.FC1CNCCC1SC=1C=C(C=2N(N1)C(=CN2)C(C)C)NCC2=C(C=CC=C2)OC(F)(F)F